ClC=1C=C(C=C(C1)Cl)C1=NC=2N(C=C1)N=C(C2C2=NC=1C(=NC=C(C1)C(F)(F)F)N2C)S(=O)(=O)CC 2-(5-(3,5-dichlorophenyl)-2-(ethylsulfonyl)pyrazolo[1,5-a]pyrimidin-3-yl)-3-methyl-6-(trifluoromethyl)-3H-imidazo[4,5-b]pyridine